CC=1C=CC=C(C1)C(CC1=CC=CC=2NN=NC21)CCCCCC 2-(5-methylphenyl)octyl-benzotriazole